C(C)(C)(C)OC(=O)N1[C@H](CC(C1)CC(N)=O)C1=C(C(=CC=C1OCOC)Cl)Cl.OCCC1C2C=CC(C1CCO)C2 5,6-di(2'-hydroxyethyl)bicyclo[2.2.1]hept-2-ene tert-butyl-(2R)-4-(carbamoylmethyl)-2-[2,3-dichloro-6-(methoxymethoxy)phenyl]pyrrolidine-1-carboxylate